4-chloro-N-(3-cyanophenyl)-3-(indolin-1-ylsulfonyl)benzamide ClC1=C(C=C(C(=O)NC2=CC(=CC=C2)C#N)C=C1)S(=O)(=O)N1CCC2=CC=CC=C12